COC=1C(=C(OC2CCC3(CN(C3)C=O)CC2)C=CC1)C (7-(3-methoxy-2-methylphenoxy)-2-azaspiro[3.5]nonan-2-yl)methanone